CO[Si](O[Si](C=C)(C)OC)(C=C)C 1,3-dimethoxy-1,3-dimethyl-1,3-divinyl-disiloxane